(S)-N-(5-(5-(3,3-difluoro-2-hydroxypropyl)-1,2,4-oxadiazol-3-yl)-2-methylphenyl)-6-(thiazol-4-yl)imidazo[1,2-a]pyridine-3-carboxamide FC([C@H](CC1=NC(=NO1)C=1C=CC(=C(C1)NC(=O)C1=CN=C2N1C=C(C=C2)C=2N=CSC2)C)O)F